2-{4-[(Z)-3-((R)-3-Fluoromethylpyrrolidin-1-yl)-propenyl]phenyl}-3-(3-hydroxyphenyl)-4-methyl-2H-chromen-6-ol FC[C@H]1CN(CC1)C\C=C/C1=CC=C(C=C1)C1OC2=CC=C(C=C2C(=C1C1=CC(=CC=C1)O)C)O